C(CCC)NC=1C2=C(N=C(N1)NC(=O)OC)C(=NN2CC2=C(C=C(C(=O)OC)C=C2)OC)I methyl 4-((7-(butylamino)-3-iodo-5-((methoxycarbonyl) amino)-1H-pyrazolo[4,3-d]pyrimidin-1-yl) methyl)-3-methoxybenzoate